C(C)(C)(C)OC(=O)N1CC(CC1)I 3-Iodopyrrolidine-1-carboxylic acid tert-butyl ester